dihydroxy-phenyl-acetic acid OC(C(=O)O)(C1=CC=CC=C1)O